C(CC(C)C)N1C=CC=2C(=NC(=CC21)NC=2SC(=CN2)C)OC2CN(CC2)C(C=C)=O 1-(3-((1-isopentyl-6-((5-methylthiazol-2-yl)amino)-1H-pyrrolo[3,2-c]pyridin-4-yl)oxy)pyrrolidin-1-yl)prop-2-en-1-one